ClC1=C(C=CC2=C1C(=NCC(N2)=O)C2=C(C=CC=C2)F)Cl 6,7-dichloro-5-(2-fluorophenyl)-1,3-dihydro-1,4-benzodiazepin-2-one